(2S)-3-(4-hydroxyphenyl)-2-[4-[[[5-(2-pyridyl)-2-thienyl]sulfonylamino]methyl]triazol-1-yl]propanehydroxamic acid OC1=CC=C(C=C1)C[C@@H](C(=O)NO)N1N=NC(=C1)CNS(=O)(=O)C=1SC(=CC1)C1=NC=CC=C1